4-(isopropylamino)-6-(1H-pyrazol-4-yl)-N-(1-(pyridin-4-ylmethyl)piperidin-4-yl)quinoline-3-carboxamide C(C)(C)NC1=C(C=NC2=CC=C(C=C12)C=1C=NNC1)C(=O)NC1CCN(CC1)CC1=CC=NC=C1